ClC1=CC=C(C=C1)C=1N(C=C(N1)C(=O)C1=CC=C(C=C1)F)S(=O)(=O)C1=CC=CC=C1 (2-(4-chlorophenyl)-1-(phenylsulfonyl)-1H-imidazol-4-yl)(4-fLuorophenyl)methanone